N-((5S,8R)-3-(benzo[d]thiazol-2-yl)-9-ethyl-5,6,7,8-tetrahydro-4H-5,8-epiminocyclohepta[b]thiophen-2-yl)acetamide S1C(=NC2=C1C=CC=C2)C=2C1=C(SC2NC(C)=O)[C@H]2CC[C@@H](C1)N2CC